C1=CC=CC=2C3=CC=CC=C3C(C12)COC(=O)N([C@H](C(=O)O)[C@H](CC)C)C (2S,3S)-2-[9H-fluoren-9-yl-methoxycarbonyl(methyl)amino]-3-methyl-pentanoic acid